C(CC\C=C/C)O (Z)-4-hexenol